(S)-(5-(difluoromethyl)-1H-pyrazol-4-yl)(4-(pyrazolo[1,5-a]pyridin-2-yl)-6,7-dihydro-1H-imidazo[4,5-c]pyridin-5(4H)-yl)methanone FC(C1=C(C=NN1)C(=O)N1[C@@H](C2=C(CC1)NC=N2)C2=NN1C(C=CC=C1)=C2)F